FC1(OCC(OC1)(F)F)F 2,2,5,5-tetrafluoro-1,4-dioxane